(4-bromophenyl)cyclopentane-1-carboxylic acid ethyl ester C(C)OC(=O)C1(CCCC1)C1=CC=C(C=C1)Br